CN(CCCN(CC(C)O)CC(C)O)C 1-[3-(dimethylamino)propyl-(2-hydroxypropyl)amino]propan-2-ol